BrC1=C(C=CC(=C1)OC)C(/C=C/C1=CC=C(C=C1)N1C([C@@H]2[C@H]3[C@H]4[C@@H]([C@@H]([C@@H]2C1=O)C=C3)C4)=O)=O (3aR,4R,4aR,5aS,6S,6aS)-2-(4-((E)-3-(2-Bromo-4-methoxyphenyl)-3-oxoprop-1-en-1-yl)phenyl)-4,4a,5,5a,6,6a-hexahydro-4,6-ethenocyclopropa[f]isoindole-1,3(2H,3aH)-dione